3,3-difluoro-3,6-dihydropyridine-1(2H)-carboxylate FC1(CN(CC=C1)C(=O)[O-])F